C(C)(C)(C)OC(=O)N[C@@H](CCC(=O)O)CO.C(=C)[Si](N[Si](C=C)(C)C)(C)C 1,3-divinyl-tetramethyldisilazane (S)-4-((tert-butoxycarbonyl)amino)-5-hydroxypentanoate